C(#N)C1=CC=2N(N=C1)C(=CC2)C2=CC(=C(C=N2)C2=NN=C(S2)N2C[C@H]1CC[C@@H](C2)C1NC(C)=O)NC1(COC1)C N-((1R,5S,8s)-3-(5-(6-(3-cyanopyrrolo[1,2-b]pyridazin-7-yl)-4-((3-methyloxetan-3-yl)amino)pyridin-3-yl)-1,3,4-thiadiazol-2-yl)-3-azabicyclo[3.2.1]oct-8-yl)acetamide